2-ethyl-N-[(1S)-2-[[5-(3-ethyl-5-methyl-1H-pyrazol-4-yl)-6-fluoro-2-pyridyl]amino]-2-oxo-1-[(7S)-spiro[2.5]octan-7-yl]ethyl]pyrazole-3-carboxamide C(C)N1N=CC=C1C(=O)N[C@H](C(=O)NC1=NC(=C(C=C1)C=1C(=NNC1C)CC)F)[C@H]1CCCC2(CC2)C1